N-((3S)-1-methyl-2-oxo-1H,2H,3H,4H-pyrido[3,4-b][1,4]oxazepin-3-yl)carbamic acid tert-butyl ester C(C)(C)(C)OC(N[C@@H]1C(N(C2=C(OC1)C=NC=C2)C)=O)=O